FC(C=1NC2=C(OC1)C=CC=C2)(F)F 3-trifluoromethyl-4H-benzo[b][1,4]oxazine